(S)-5-phenyl-6,7-dihydro-5H-pyrrolo[1,2-b][1,2,4]triazole-2-carboxylic acid ethyl ester C(C)OC(=O)C=1N=C2N(N1)[C@@H](CC2)C2=CC=CC=C2